FC=1C=NN2C1C(=CC(=C2)C=2N=NN(C2C)C2(CCN(CC2)C#N)C)OC(CO)C2=NC=C(C=C2)F 4-[4-[3-Fluoro-4-[1-(5-fluoro-2-pyridyl)-2-hydroxy-ethoxy]pyrazolo[1,5-a]pyridin-6-yl]-5-methyl-triazol-1-yl]-4-methyl-piperidine-1-carbonitrile